1,5-diamino-4,8-dihydroxy(4-methoxyphenyl)anthraquinone zirconium [Zr].NC1=C(C=C(C=2C(C3=C(C=CC(=C3C(C12)=O)O)N)=O)O)C1=CC=C(C=C1)OC